Cl.BrC1=C(C(=NC=C1)F)CCN 2-(4-bromo-2-fluoropyridin-3-yl)ethan-1-amine hydrochloride